tert-butyl 1-oxo-8-azaspiro[4.5]decane-8-carboxylate O=C1CCCC12CCN(CC2)C(=O)OC(C)(C)C